6-bromo-2,3,4,5-tetrahydro-1,2,4-triazine-3,5-dione BrC=1C(NC(NN1)=O)=O